tert-Butyl 3-(2-((8-oxo-8-(pentyloxy)octyl)(tetradecyl)amino)ethyl)piperidine-1-carboxylate O=C(CCCCCCCN(CCC1CN(CCC1)C(=O)OC(C)(C)C)CCCCCCCCCCCCCC)OCCCCC